P([O-])(N)(=S)[S-] phosphoroamidodithioate